CS(=O)(=O)C1=CC=C(C=C1)C=1C(OC(C1C1=CC=CC=C1)=O)=O 3-(4-(methylsulfonyl)phenyl)-4-phenylfuran-2,5-dione